xylosyladenine C1=NC(=C2C(=N1)N(C=N2)[C@H]3[C@@H]([C@H]([C@H](O3)CO)O)O)N